C(=C)C1C(CCCC1)C=C 1,2-divinylcyclohexane